N-(2-carbamoyl-4-iodo-6-methyl-phenyl)-2-(3-chloro-2-pyridyl)-5-(2,2,2-trifluoroethoxy)pyrazole-3-carboxamide C(N)(=O)C1=C(C(=CC(=C1)I)C)NC(=O)C=1N(N=C(C1)OCC(F)(F)F)C1=NC=CC=C1Cl